O=C1NC(CCC1N1C(C2=C(C=C(C=C2C1=O)CN(C1CCN(CC1)C1=CC=C(C(=O)NC2=CC(=C(C=C2)C)NC2=NC=CC(=N2)C=2C=NC=CC2)C=C1)C)F)=O)=O 4-(4-(((2-(2,6-dioxopiperidin-3-yl)-7-fluoro-1,3-dioxoisoindoline-5-yl)methyl)(Methyl)amino)piperidin-1-yl)-N-(4-methyl-3-((4-(pyridin-3-yl)pyrimidin-2-yl)amino)phenyl)benzamide